3-((S)-2-((S)-2-((2,4,6-trifluorophenyl)amino)propionylamino)-3,3-dimethylbutyryl)-6,6-dimethyl-3-azabicyclo[3.1.0]hexane-2-carboxamide FC1=C(C(=CC(=C1)F)F)N[C@H](C(=O)N[C@H](C(=O)N1C(C2C(C2C1)(C)C)C(=O)N)C(C)(C)C)C